CCCCCC(CC(CCCCCCCCCCCCCCCCCCCCC)O)O nonacosane-6,8-diol